N[C@@]1(CN(CC1)C1=C(C=NC(=C1C1=CC(=CC(=C1)F)F)C#N)C(=O)NC(CC)CC)C 4-[(3S)-3-amino-3-methylpyrrolidin-1-yl]-6-cyano-5-(3,5-difluorophenyl)-N-(pentan-3-yl)pyridine-3-carboxamide